NC=1C(=C(C=CC1)NC(C1=C(C=C(C(=C1)F)N1N=C2N(CCCC2)C1=O)O[C@@H](C)C1CCCCC1)=O)C N-(3-amino-2-methylphenyl)-2-[(1S)-1-cyclohexylethoxy]-5-fluoro-4-(3-oxo-5,6,7,8-tetrahydro[1,2,4]triazolo[4,3-a]pyridin-2(3H)-yl)benzamide